COC=1C=C2C=CC(=CC2=CC1)C=1C=C2CC(C(C2=CC1)NC(O[C@@H]1CN2CCC1CC2)=O)(C)C (S)-quinuclidin-3-yl (5-(6-methoxynaphthalen-2-yl)-2,2-dimethyl-2,3-dihydro-1H-inden-1-yl)carbamate